FC1=CC2=C(NC(C(N2C)=O)=O)N=C1 7-Fluoro-1-methyl-1,4-dihydropyrido[2,3-b]pyrazine-2,3-dione